ClC=1C(=NC(=NC1)S(=O)(=O)C)C(=O)NC1=C(C=CC=C1OC)F 5-chloro-N-(2-fluoro-6-methoxyphenyl)-2-(methylsulfonyl)pyrimidine-4-carboxamide